C1(=CC=CC=C1)S(=O)(=O)C1=C(C=O)C(=CC=C1)N1CCNCC1 2-(phenylsulfonyl)-6-(piperazin-1-yl)benzaldehyde